OC1=C2[C@H]3[C@H](C(OC2=CC=C1C(=O)O)(C)C)CCC(=C3)C (6aR,10aR)-1-hydroxy-6,6,9-trimethyl-6a,7,8,10a-tetrahydrobenzo[c]chromene-2-carboxylic acid